ClC1=C(C=C(C=C1)/C=C/C(=O)NNC(C=CC1=CC=CC=C1)=O)F (E)-3-(4-chloro-3-fluorophenyl)-N'-cinnamoylacrylohydrazide